C(=O)(C(=O)O)CC(=O)O Oxalo-acetic acid